diphenyl-quinoxaline iridium [Ir].C1(=CC=CC=C1)C=1C(=NC2=CC=CC=C2N1)C1=CC=CC=C1